FC(CN1[C@@H](C=2NC3=CC=CC=C3C2C[C@H]1C)C=1C=C(OCCC(CN)CF)C=CC1OC)F 2-(3-((1R,3R)-2-(2,2-difluoroethyl)-3-methyl-2,3,4,9-tetrahydro-1H-pyrido[3,4-b]indol-1-yl)-4-methoxyphenoxylethyl)-3-fluoropropan-1-amine